lanthanum-holmium [Ho].[La]